Cl.C(#N)C1=C(OC=2C(=C3C(N(C=NC3=CC2)C=2C=NC(=NC2)N2CCNCC2)=O)F)C(=CC=C1NS(N(C)CC)(=O)=O)F 6-[2-cyano-3-[[ethyl(methyl)sulfamoyl]amino]-6-fluoro-phenoxy]-5-fluoro-4-oxo-3-(2-piperazin-1-ylpyrimidin-5-yl)quinazoline hydrochloride